CC1=C2C(C(=CN(C2=NC(=C1)N1CC(C1)C(NCC1OCCC1)=O)C=1SC=CN1)C(=O)O)=O 5-methyl-4-oxo-7-{3-[(oxolan-2-ylmethyl)carbamoyl]azetidin-1-yl}-1-(1,3-thiazol-2-yl)-1,4-dihydro-1,8-naphthyridine-3-carboxylic acid